Trimethyl-[2-(2-methylthiazol-4-yl)ethynyl]silane C[Si](C#CC=1N=C(SC1)C)(C)C